N-[5-[(5-cyclopropylpyrazin-2-yl)carbamoyl]-4-fluoro-2-methylphenyl]-2-methyl-1,3-thiazole-5-carboxamide C1(CC1)C=1N=CC(=NC1)NC(=O)C=1C(=CC(=C(C1)NC(=O)C1=CN=C(S1)C)C)F